N-(((9H-fluoren-9-yl)methoxy)carbonyl)-O-((2-(tert-butoxycarbonyl)-2-azaspiro[3.3]heptan-6-yl)methyl)-L-serine C1=CC=CC=2C3=CC=CC=C3C(C12)COC(=O)N[C@@H](COCC1CC2(CN(C2)C(=O)OC(C)(C)C)C1)C(=O)O